3-[2-(4-cyclopropyl-1H-[1,2,3]triazol-1-yl)-pyrimidin-5-yl]-8-dimethylamino-8-phenyl-1,3-diazaspiro[4.5]decan-2-one C1(CC1)C=1N=NN(C1)C1=NC=C(C=N1)N1C(NC2(C1)CCC(CC2)(C2=CC=CC=C2)N(C)C)=O